CC1=NC=C(C=N1)C(=O)NC1=NC=C(C=C1)C1=CC(=CC=C1)NC1CNCC1 2-methyl-N-{5-[3-(pyrrolidin-3-ylamino)phenyl]Pyridin-2-yl}pyrimidine-5-carboxamide